BrC=1C(=NC=CC1)N(C)C bromo-N,N-dimethylpyridin-2-amine